((1-(benzyloxy)nonadec-10-yl)oxy)(tert-butyl)dimethylsilane tert-butyl-(endo)-5-((7-bromo-2-chloro-8-fluoro-6-iodo-3-nitroquinolin-4-yl)amino)-2-azabicyclo[2.1.1]hexane-2-carboxylate C(C)(C)(C)OC(=O)N1C2C(C(C1)C2)NC2=C(C(=NC1=C(C(=C(C=C21)I)Br)F)Cl)[N+](=O)[O-].C(C2=CC=CC=C2)OCCCCCCCCCC(CCCCCCCCC)O[Si](C)(C)C(C)(C)C